NC1=C(SC2=NC(=CN=C21)C2=CC=CC=C2)C(=O)N2CCCCC2 (7-amino-3-phenylthieno[2,3-b]pyrazin-6-yl)(piperidin-1-yl)methanone